C(C)(C)(C)OC(=O)N1CCN(CC1)C1CCN(CC1)C1=C(C=C(C(=C1)OC)[N+](=O)[O-])C(=O)OC 4-(1-(5-methoxy-2-(methoxycarbonyl)-4-nitrophenyl)piperidin-4-yl)piperazine-1-carboxylic acid tert-butyl ester